1-(2-thienyl)ethanone S1C(=CC=C1)C(C)=O